OC1=C2C=CN(C2=C(C=C1C)C)C(=O)OCCCC butyl 4-hydroxy-5,7-dimethyl-1H-indole-1-carboxylate